C(C)(C)(C)OC(=O)N1CC(CC1)N1N=CC(=C1)C1=NC(=NC=C1)Cl.C(C)(C)(C1=CC=CC=C1)C1=C(O)C=CC(=C1)O 2-cumyl-hydroquinone tert-Butyl-3-(4-(2-chloropyrimidin-4-yl)-1H-pyrazol-1-yl)pyrrolidine-1-carboxylate